CS(=O)(=O)/C=C/N1N=NN(C1=O)C=1C=NC=CC1 (E)-1-(2-(methylsulfonyl)vinyl)-4-(pyridin-3-yl)-1,4-dihydro-5H-tetrazol-5-one